(5-(1-ethyl-5-(trifluoromethyl)-1H-pyrazol-3-yl)-1-oxoisoindolin-2-yl)piperidine-2,6-dione C(C)N1N=C(C=C1C(F)(F)F)C=1C=C2CN(C(C2=CC1)=O)N1C(CCCC1=O)=O